C(#N)C1=C2C(=CC=3OCCOC31)C=C(S2)C=2SC(=C(N2)C)C(=O)O 2-(5-cyano-2,3-dihydrothieno[2',3':4,5]benzo[1,2-b][1,4]dioxin-7-yl)-4-methylthiazole-5-carboxylic acid